hafnium (IV) dimethyl-bis(cyclopentadienyl)(dimethylbis(cyclopentadienyl)hafnium (IV)) CC=1C(=C(C(C1)([Hf](C1C=CC=C1)(C)C)C1C=CC=C1)C1C=CC=C1)C.[Hf+4]